N-(4-((4-ethylpiperazin-1-yl)methyl)-3-(trifluoromethyl)phenyl)-4-methyl-3-(7-(methylamino)quinazolin-4-yloxy)benzamide C(C)N1CCN(CC1)CC1=C(C=C(C=C1)NC(C1=CC(=C(C=C1)C)OC1=NC=NC2=CC(=CC=C12)NC)=O)C(F)(F)F